4-chloro-2,3-dimethyl-1-oxido-pyridin-1-ium ClC1=C(C(=[N+](C=C1)[O-])C)C